1-((5-(Difluoromethyl)-4-(2-hydroxy-2-methylpropyl)-1H-pyrazol-3-yl)methyl)-3-(3-(difluoromethyl)-4-fluorophenyl)-1-(2-methoxypyrimidin-5-yl)urea FC(C1=C(C(=NN1)CN(C(=O)NC1=CC(=C(C=C1)F)C(F)F)C=1C=NC(=NC1)OC)CC(C)(C)O)F